triazazinic acid N1=NN=NC(=C1)C(=O)O